tert-butyl ((1R,3r)-3-((R)-2-(4-chloropyridin-2-yl)-2,2-difluoro-1-hydroxyethyl)cyclobutyl)carbamate ClC1=CC(=NC=C1)C([C@H](O)C1CC(C1)NC(OC(C)(C)C)=O)(F)F